BrC1=C2C=NN(C2=CC(=C1CCCCC(C[C@@H]1CN(CCC1)C(=O)OC(C)(C)C)=O)Cl)C1OCCCC1 tert-Butyl (3R)-3-(6-(4-bromo-6-chloro-1-(tetrahydro-2H-pyran-2-yl)-1H-indazol-5-yl)-2-oxohexyl)piperidine-1-carboxylate